tris(2-hydroxypropyl)ammonium 4-amino-3,6-dichloropyridine-2-carboxylate NC1=C(C(=NC(=C1)Cl)C(=O)[O-])Cl.OC(C[NH+](CC(C)O)CC(C)O)C